4-[3-(2-thienyl)imidazo[1,2-a]pyrazin-6-yl]phenol S1C(=CC=C1)C1=CN=C2N1C=C(N=C2)C2=CC=C(C=C2)O